CC1N(C(C2=CC(=CC=C12)C=CC(=O)N)=O)CC1=CC2=C(N(C(O2)=O)COCC[Si](C)(C)C)C=C1 3-(1-methyl-3-oxo-2-((2-oxo-3-((2-(trimethylsilyl)ethoxy)methyl)-2,3-dihydrobenzo[d]oxazol-6-yl)methyl)isoindolin-5-yl)propenamide